(4-chloro-3-{4-[6-(6-methylpyridin-3-ylmethoxy)pyridin-3-yl]-6-oxo-1,6-dihydropyrimidin-2-yl}benzyl)isobutyramide ClC1=C(C=C(CC(C(=O)N)(C)C)C=C1)C=1NC(C=C(N1)C=1C=NC(=CC1)OCC=1C=NC(=CC1)C)=O